ClC1=CC=C(C=C1)C=1N=C2SC=CN2C1CNC1CC2=CC=CC=C2C1 N-((6-(4-chlorophenyl)imidazo[2,1-b]thiazol-5-yl)methyl)-2,3-dihydro-1H-inden-2-amine